3-(4-amino-2-(ethoxymethyl)-6,7-dimethyl-1H-imidazo[4,5-c]pyridin-1-yl)-2-(methoxymethyl)-2-methylpropan NC1=NC(=C(C2=C1N=C(N2CC(C)(C)COC)COCC)C)C